FC1=CC=C(C=C1C1=CC(=NC(=C1)OC([2H])([2H])[2H])F)O 4-fluoro-5-(2-fluoro-6-(methoxy-d3)pyridin-4-yl)phenol